C12CC(CC(CC1)N2)N(C=2SC1=NC(=CC=C1N2)C=2C=C(C=1N(C2)C=C(N1)C)C#N)C 6-{2-[(3-exo)-8-azabicyclo[3.2.1]oct-3-yl-(methyl)amino][1,3]thiazolo[5,4-b]pyridin-5-yl}-2-methylimidazo[1,2-a]pyridine-8-carbonitrile